ClC=1C=C(C#N)C=C(N1)N1CCC2(CN3N([C@@H](CC3)C3=CC(=CC(=C3)F)F)C2=O)CC1 (S)-2-chloro-6-(7'-(3,5-difluorophenyl)-1'-oxodihydro-1'H,3'H,5'H-spiro[piperidine-4,2'-pyrazolo[1,2-a]pyrazol]-1-yl)isonicotinonitrile